BrC=1C=NNC1C1=CC=CC=C1 4-bromo-5-phenyl-1H-pyrazole